5-bromo-2,4-lutidine BrC=1C(=CC(=NC1)C)C